(S)-2-((((9H-Fluoren-9-yl)methoxy)carbonyl)amino)-3-((tert-butoxycarbonyl)amino)-3-methylbutanoic acid C1=CC=CC=2C3=CC=CC=C3C(C12)COC(=O)N[C@H](C(=O)O)C(C)(C)NC(=O)OC(C)(C)C